(8R,9R,10S,Z)-9-(4-bromophenyl)-N-(4-cyclopropoxyphenyl)-10-(methoxymethyl)-1,6-diazabicyclo[6.2.0]dec-3-ene-6-carboxamide BrC1=CC=C(C=C1)[C@@H]1[C@@H]2CN(C\C=C/CN2[C@@H]1COC)C(=O)NC1=CC=C(C=C1)OC1CC1